N(=[N+]=[N-])C(C)(C)C1=NN(C2=CN=C(C=C21)Cl)CC#N (3-(2-azidopropane-2-yl)-5-chloro-1H-pyrazolo[3,4-c]pyridin-1-yl)acetonitrile